O1CC[C@@H](C2=CC=CC=C12)NC(=O)C1=CC2=C(N=C(S2)C=2C=NC(=CC2)C2CC2)C=C1 (S)-N-(chroman-4-yl)-2-(6-cyclopropyl-pyridin-3-yl)benzo-[d]thiazole-6-carboxamide